2-[(5-bromo-2-chloropyridin-4-yl)oxy]ethan-1-ol BrC=1C(=CC(=NC1)Cl)OCCO